Cl.C12C=C(CC(CC1)N2)C=2C=C(C=NC2Cl)C=2C(NC(NC2)=O)=O 5-(5-(8-azabicyclo[3.2.1]oct-2-en-3-yl)-6-chloropyridin-3-yl)pyrimidine-2,4(1H,3H)-dione hydrochloride